(±)-3-cyclopropyl-3-(2-((1-(6-methoxy-2-methyl-3-oxoisoindolin-4-yl)piperidin-4-yl)methoxy)pyridin-4-yl)propionic acid C1(CC1)[C@@H](CC(=O)O)C1=CC(=NC=C1)OCC1CCN(CC1)C1=C2C(N(CC2=CC(=C1)OC)C)=O |r|